OCC1=NNC=N1 3-(hydroxymethyl)-1H-1,2,4-triazole